NC1=NC=2C=C(C(=CC2C2=C1C=NN2C)C(=O)N(C)CC2=CC=C(C=C2)C#CC(C)(C)O)C 4-amino-N-(4-(3-hydroxy-3-methylbut-1-yn-1-yl)benzyl)-N,1,7-trimethyl-1H-pyrazolo[4,3-c]quinoline-8-carboxamide